C(C1=CC=CC=C1)N1CCN(CC1)C[C@H](COC=1N=C(C2=C(N1)C(=C(N=C2)Cl)F)N2CC1CCC(C2)N1C(=O)OC(C)(C)C)C(C)C tert-butyl 3-(2-((R)-2-((4-benzylpiperazin-1-yl) methyl)-3-methylbutoxy)-7-chloro-8-fluoropyrido[4,3-d]pyrimidin-4-yl)-3,8-diazabicyclo[3.2.1]octane-8-carboxylate